[cis-9-hexadecenoic acid] C(CCCCCCC\C=C/CCCCCC)(=O)O